7-(1-(adamantan-1-ylmethyl)-5-methyl-1H-pyrazol-4-yl)-3-(5-methyl-6-(pyridin-2-ylamino)pyridazin-3-yl)imidazo[1,2-a]pyridine-8-carboxylic acid methyl ester COC(=O)C=1C=2N(C=CC1C=1C=NN(C1C)CC13CC4CC(CC(C1)C4)C3)C(=CN2)C=2N=NC(=C(C2)C)NC2=NC=CC=C2